ClC=1N=C(C2=C(N1)SC=N2)NCCC2=CNC1=CC=C(C=C21)F 5-Chloro-N-(2-(5-fluoro-1H-indol-3-yl)ethyl)thiazolo[5,4-d]pyrimidin-7-amine